ClC1=CC(=CC=2N1N=CN2)OC2=C(C=C(C=C2)CC(=O)N)C [4-({5-chloro-[1,2,4]triazolo[1,5-a]pyridin-7-yl}oxy)-3-methylphenyl]acetamide